3-(N-t-butoxycarbonylamino)-1-propanol C(C)(C)(C)OC(=O)NCCCO